1-((2R,4R)-4-amino-2-(hydroxymethyl)pyrrolidin-1-yl)ethan-1-one N[C@@H]1C[C@@H](N(C1)C(C)=O)CO